CC1=CC=CC(=N1)C1=NN(C=C1C1=CC=NC2=CC=CC=C12)CC(=O)NC1=CC=C(C=N1)C(=O)O 6-(2-(3-(6-methylpyridin-2-yl)-4-(quinolin-4-yl)-1H-pyrazol-1-yl)acetamido)pyridine-3-carboxylic acid